C(C)S(=O)(=O)C1=C(SC2=C1C=CC(=C2)C(F)(F)F)NCC=2C(=CC(=NC2)C(F)(F)F)C(=O)O 5-[[[3-ethylsulfonyl-6-(trifluoromethyl)benzothien-2-yl]amino]methyl]-2-(trifluoromethyl)pyridine-4-carboxylic acid